FC1C(C(OC1)CO)O 4-fluoro-2-(hydroxymethyl)oxolan-3-ol